(S)-1-(2-(adamantan-1-yl)acetamido-oxy)-3-(1H-indol-3-yl)-1-oxopropan-2-ylcarbamic acid tert-butyl ester C(C)(C)(C)OC(N[C@H](C(=O)ONC(CC12CC3CC(CC(C1)C3)C2)=O)CC2=CNC3=CC=CC=C23)=O